4-amino-7-(2-(thiophen-2-yl)propan-2-yl)-7H-pyrrolo[2,3-d]pyrimidine-5-carboxylic acid NC=1C2=C(N=CN1)N(C=C2C(=O)O)C(C)(C)C=2SC=CC2